1-[1-[6-[6-(difluoromethyl)imidazo[1,2-b]pyridazin-3-yl]pyrimidin-4-yl]-3-piperidinyl]-N-methyl-methylamine FC(C=1C=CC=2N(N1)C(=CN2)C2=CC(=NC=N2)N2CC(CCC2)CNC)F